3-(Boc-amino)pyrrolidine-3-carboxylic acid methyl ester COC(=O)C1(CNCC1)NC(=O)OC(C)(C)C